Tert-butyl (3S,4S)-3-((2-(1,1-dioxido-2,3-dihydrobenzo[f][1,4]thiazepin-4(5H)-yl)-6-methylquinazolin-4-yl)amino)-4-hydroxypyrrolidine-1-carboxylate O=S1(CCN(CC2=C1C=CC=C2)C2=NC1=CC=C(C=C1C(=N2)N[C@H]2CN(C[C@@H]2O)C(=O)OC(C)(C)C)C)=O